N-(4-(8-(hydroxyamino)-8-oxooctylamino)-3-nitrobenzenesulfonyl)-2-phenoxy-4-(3-(2-methylphenyl)acryloylamino)benzamide ONC(CCCCCCCNC1=C(C=C(C=C1)S(=O)(=O)NC(C1=C(C=C(C=C1)NC(C=CC1=C(C=CC=C1)C)=O)OC1=CC=CC=C1)=O)[N+](=O)[O-])=O